2-(4-(4-(4-((((R)-1-(2-chlorophenyl)ethoxy)carbonyl)amino)-3-methyl-isoxazol-5-yl)phenyl)-2-oxabicyclo[2.2.2]octan-1-yl)acetic acid ClC1=C(C=CC=C1)[C@@H](C)OC(=O)NC=1C(=NOC1C1=CC=C(C=C1)C12COC(CC1)(CC2)CC(=O)O)C